ClC1=C(C=O)C=CC(=C1)CSC 2-Chloro-4-(methylsulfanyl-methyl)benzaldehyde